(2S,4R)-1-[(2S)-2-amino-3,3-Dimethylbutyryl]-4-hydroxy-N-[(1S)-1-[4-(4-methyl-1,3-thiazol-5-yl)phenyl]ethyl]Pyrrolidine-2-carboxamide hydrochloride Cl.N[C@H](C(=O)N1[C@@H](C[C@H](C1)O)C(=O)N[C@@H](C)C1=CC=C(C=C1)C1=C(N=CS1)C)C(C)(C)C